COC(=O)C1C2(OCCO2)CCC1(C)C 7,7-dimethyl-1,4-dioxa-spiro[4.4]nonane-6-carboxylic acid methyl ester